3-hydroxy-2,2'-iminodisuccinic acid tetrasodium salt [Na+].[Na+].[Na+].[Na+].OC(C(C(=O)[O-])NC(C(=O)[O-])CC(=O)[O-])C(=O)[O-]